CC=1C=C(C=C(C1)C)C=1C=CC=C2C=CCC12 7-(3,5-dimethylphenyl)-1H-indene